diethoxypyrrole C(C)OC1=C(NC=C1)OCC